C(C(C)C)(=O)O[C@@H]1[C@H](C([C@H](C1)N1C=2N=C(NC(C2N=C1)=O)N)=C)CO[Si](C)(C)C(C)(C)C (1s,2r,4s)-4-(2-amino-6-oxo-1H-purin-9(6H)-yl)-2-(((tert-butyldimethylsilyl) oxy) methyl)-3-methylenecyclopentyl isobutyrate